COC1O[C@@H]([C@H]2OC(O[C@H]21)(C)C)CC(=O)O 2-[(3aR,6R,6aR)-4-methoxy-2,2-dimethyl-3a,4,6,6a-tetrahydrofuro[3,4-d][1,3]dioxol-6-yl]acetic acid